C(C)S(=O)CC1CN(C1)C=1C=CC(=C2C=C(N=CC12)NC1=NC(=NC=C1)N1C[C@H]([C@H](CC1)OC)F)C(C)C 8-(3-((ethylsulfinyl)methyl)azetidin-1-yl)-N-(2-((3R,4S)-3-fluoro-4-methoxypiperidin-1-yl)pyrimidin-4-yl)-5-isopropylisoquinolin-3-amine